OC(C)(C)C1=CC(=NN1C1=CC=CC=C1)S(=O)(N)=NC(NC1=C2C(=NC3=C1CCC3)C(CC2)C)=O 5-(2-Hydroxypropan-2-yl)-N'-((3-methyl-1,2,3,5,6,7-hexahydrodicyclopenta[b,e]pyridin-8-yl)carbamoyl)-1-phenyl-1H-pyrazole-3-sulfonimidamide